ethyltriacetoxyethyl-silane ethyl-3-{2,5-difluoro-4-[(1,2,4-thiadiazol-5-yl)sulfamoyl]phenoxy}-5-(trifluoromethyl)benzoate C(C)OC(C1=CC(=CC(=C1)C(F)(F)F)OC1=C(C=C(C(=C1)F)S(NC1=NC=NS1)(=O)=O)F)=O.C(C)[SiH2]CC(OC(C)=O)(OC(C)=O)OC(C)=O